((2R,3S,4R,5R)-3,4-dihydroxy-5-(4-(hydroxyamino)-2-oxopyrimidin-1(2H)-yl)tetrahydrofuran-2-yl)methyl isobutyrate C(C(C)C)(=O)OC[C@H]1O[C@H]([C@@H]([C@@H]1O)O)N1C(N=C(C=C1)NO)=O